C=1SC=C2C1CCCC2 6,7-dihydro-4H-2-benzothiophene